(S)-3-(tert-butoxycarbonyl)amino-4-Methoxy-4-oxobutanoic acid C(C)(C)(C)OC(=O)N[C@@H](CC(=O)O)C(=O)OC